CC(C(=O)N[C@H](C(=O)N[C@H](C(C(C(=O)O)(C)C)=O)CC(C)C)CO)(C)C (4S)-4-[(2S)-2-(2,2-Dimethylpropanamido)-3-hydroxypropanamido]-2,2,6-trimethyl-3-oxoheptanoic acid